C(CCCCC)C(CCCCCCCCC)S n-hexyldecyl mercaptan